(1R,3S)-3-[5-(5-{[2-(1,3-dioxolan-2-yl)phenyl]carbamoyl}-2-methylpyrazole-3-amido)-2H-pyrazol-3-yl]cyclopentyl N-isopropyl-carbamate C(C)(C)NC(O[C@H]1C[C@H](CC1)C=1NN=C(C1)NC(=O)C=1N(N=C(C1)C(NC1=C(C=CC=C1)C1OCCO1)=O)C)=O